N,1-dimethyl-N-((1-methylpiperidin-4-yl)methyl)-5-(4-(5-(trifluoromethyl)-1,2,4-oxadiazol-3-yl)pyridin-2-yl)-1H-pyrrolo[2,3-c]pyridine-2-carboxamide CN(C(=O)C1=CC=2C(=CN=C(C2)C2=NC=CC(=C2)C2=NOC(=N2)C(F)(F)F)N1C)CC1CCN(CC1)C